B(O)O.N1=C(N)N=C(N)N=C1N melamine boronate